N[C@H]1C2N(CC1CC2)C(=O)C=2C=CC=1N(C2)N=C(C1C)C1=CC=2C(=NC(=CC2)C2=CC(=C(C(=O)N)C=C2)F)N1CC1CC1 4-(2-(6-((7R)-7-Amino-2-azabicyclo[2.2.1]heptane-2-carbonyl)-3-methylpyrazolo[1,5-a]pyridin-2-yl)-1-(cyclopropylmethyl)-1H-pyrrolo[2,3-b]pyridin-6-yl)-2-fluorobenzamide